C(C)(C)(C)OC(=O)N1CC(C1)(C(=O)O)NCC1=C(C=C(C=C1)OC)OC 3-(2,4-dimethoxy-benzylamino)-azetidine-1,3-dicarboxylic acid mono-tert-butyl ester